methyl 3-amino-5H-pyrrolo[2,3-b]pyrazine-2-carboxylate NC1=C(N=C2C(=N1)NC=C2)C(=O)OC